methyl-sulfolane CC1S(=O)(=O)CCC1